C(C)(C)(C)OC(=O)N1C2(CC2)CN(CC1)C1=NC=C(C=C1)C=1C=2N(C=C(C1)C=1C=NN(C1)C)N=CC2C#N 7-(5-(3-cyano-6-(1-methyl-1H-pyrazol-4-yl)pyrazolo[1,5-a]pyridin-4-yl)pyridin-2-yl)-4,7-diazaspiro[2.5]octane-4-carboxylic acid tert-butyl ester